C(C)(C)(C)OC(CCC(C(=O)N)N1C(C2=CC=C(C(=C2C1)O)Br)=O)=O 5-amino-4-(5-bromo-4-hydroxy-1-oxoisoindolin-2-yl)-5-oxopentanoic acid (S)-tert-butyl ester